ClC1=NC=C(C(=N1)Cl)CS(=O)(=O)C 2,4-dichloro-5-(mesyl-methyl)pyrimidine